Methyl (1RS,3RS)-5'-bromo-4'-chloro-1',2'-dihydrospiro[cyclopentane-1,3'-pyrrolo[2,3-b]pyridine]-3-carboxylate BrC=1C(=C2C(=NC1)NC[C@]21C[C@@H](CC1)C(=O)OC)Cl |r|